(2R,3S)-2-(2,4-difluorophenyl)-3-methyl-[(1H-1,2,4-triazol-1-yl)methyl]oxirane CC1C(O1)(CN2C=NC=N2)C3=C(C=C(C=C3)F)F